1-(9-methyl-6-morpholino-2-(1-phenyl-1H-pyrazol-3-yl)-9H-purin-8-yl)ethane-1,2-diol CN1C2=NC(=NC(=C2N=C1C(CO)O)N1CCOCC1)C1=NN(C=C1)C1=CC=CC=C1